4-[(trifluoromethyl)thio]iodobenzene ((6-((4-tert-butyl 1-diphenylsilyloxybutyl)amino)undecane-1,11-diyl)bis(sulfane-diyl))bis(octane-1,2-diyl)-bis(adamantane-1-carboxylate) C(C)(C)(C)CCCC(O[SiH](C1=CC=CC=C1)C1=CC=CC=C1)NC(CCCCCSCC(CCCCCC)C1C2(CC3CC(CC1C3)C2)C(=O)O)CCCCCSCC(CCCCCC)C2C3(CC1CC(CC2C1)C3)C(=O)O.FC(SC3=CC=C(C=C3)I)(F)F